4-hydroxy-4'-methoxybiphenyl OC1=CC=C(C=C1)C1=CC=C(C=C1)OC